7-chloro-2-methyl-6-(4,4,5,5-tetramethyl-1,3,2-dioxaborolan-2-yl)-2H-indazole ClC1=C(C=CC2=CN(N=C12)C)B1OC(C(O1)(C)C)(C)C